2-(4-methyl-1,2,5-oxadiazol-3-yl)-1-(4-(3-(4-(trifluoromethyl)phenyl)-1,2,4-oxadiazol-5-yl)piperidin-1-yl)ethan-1-one CC=1C(=NON1)CC(=O)N1CCC(CC1)C1=NC(=NO1)C1=CC=C(C=C1)C(F)(F)F